COC1=NC=CC(=C1)N1C(NC2=C1C=CC=C2)=O 1-(2-methoxypyridin-4-yl)-1H-benzo[d]imidazol-2(3H)-one